C(C)SC=1OC2=C(C=C(C=C2C(C1)=O)C(=O)OC)C(C)O methyl 2-(ethylthio)-8-(1-hydroxy ethyl)-4-oxo-4H-chromene-6-carboxylate